C1(CCCCC1)N(C1=CC=C2C(NC(=NC2=C1)CSC1CCOCC1)=O)C 7-(Cyclohexyl(methyl)amino)-2-(((tetrahydro-2H-pyran-4-yl)thio)methyl)quinazolin-4(3H)-one